(piperazine) ethyl-methacrylate C(C)OC(C(=C)C)=O.N1CCNCC1